[3-hydroxy-8-(2-triisopropylsilylethynyl)-1-naphthyl]boronic acid OC=1C=C(C2=C(C=CC=C2C1)C#C[Si](C(C)C)(C(C)C)C(C)C)B(O)O